CC1N(CCC(C1)N)C dimethyl-4-aminopiperidine